3,4-Dihydroisocoumarin C1(=O)OCCC2=CC=CC=C12